OC1=CC=C(C=C1)C1=CC=C(O1)C=O 5-(4-hydroxyphenyl)furan-2-formaldehyde